C(C)(C)(C1=CC=C(O1)N=C=O)C1=CC=C(O1)N=C=O 5,5'-isopropylidenedifuranylisocyanate